4-(3-Aminopropyl)-2-(2,6-dioxopiperidin-3-yl)isoindoline-1,3-dione NCCCC1=C2C(N(C(C2=CC=C1)=O)C1C(NC(CC1)=O)=O)=O